C(C1=CC=CC=C1)OC=1C(=C(C=C2C(=NC(=NC12)OC[C@H](C)OC)N1[C@@H]2CN([C@H](C1)C2)C(=O)OC(C)(C)C)C2CC2)C=2C1=CN(N=C1C=C(C2C)F)C(C2=CC=CC=C2)(C2=CC=CC=C2)C2=CC=CC=C2 tert-butyl (1S,4S)-5-(8-(benzyloxy)-6-cyclopropyl-7-(6-fluoro-5-methyl-2-trityl-2H-indazol-4-yl)-2-((S)-2-methoxypropoxy)quinazolin-4-yl)-2,5-diazabicyclo[2.2.1]heptane-2-carboxylate